2,2-dimethyl-4-oxo-3,8,11-trioxa-5-azatridecane CC(C)(OC(NCCOCCOCC)=O)C